4-(trifluoromethyl)-6-((((1R,2R)-2-(4-(5-(trifluoromethyl)pyrimidin-2-yl)piperazine-1-carbonyl)cyclopropyl)methyl)amino)pyridazin-3(2H)-one FC(C=1C(NN=C(C1)NC[C@H]1[C@@H](C1)C(=O)N1CCN(CC1)C1=NC=C(C=N1)C(F)(F)F)=O)(F)F